2-[(1Z)-5-fluoro-1-({4-[(4-fluorophenyl)thio]phenyl}methylene)-2-methyl-1H-inden-3-yl]acetic acid FC=1C=C2C(=C(/C(/C2=CC1)=C/C1=CC=C(C=C1)SC1=CC=C(C=C1)F)C)CC(=O)O